NC1=C(CN)C=C(C=C1Cl)Cl 2-amino-3,5-dichlorobenzylamine